[Tb].[Eu].[Sm].[Am] americium-samarium-europium-terbium